NC=1C=2N(C3=CC(=C(C=C3N1)F)C(=O)N(C)[C@@H]1COC3=C1C=CC(=C3)C=3C=NN(C3)C3CC3)C=NC2 (S)-4-amino-N-(6-(1-cyclopropyl-1H-pyrazol-4-yl)-2,3-dihydrobenzofuran-3-yl)-7-fluoro-N-methylimidazo[1,5-a]quinoxaline-8-carboxamide